(S)-1-(azetidin-2-yl)-N,N-dimethylmethanamine hydrochloride Cl.N1[C@@H](CC1)CN(C)C